C(C)(C)(C)C=1C=C(C2=C(C(C(O2)=O)C2=CC(=C(C=C2)C)C)C1)C(C)(C)C 5,7-di-tert-butyl-3-(3,4-dimethylphenyl)benzofuran-2(3H)-one